N-((2,2-difluorobenzo[d][1,3]dioxol-5-yl)methylene)-2-methylpropan-2-sulfinamide FC1(OC2=C(O1)C=CC(=C2)C=NS(=O)C(C)(C)C)F